COC1=CC=C(OP2(=NP(=NP(=N2)(OC2=CC=C(C=C2)OC)OC2=CC=C(C=C2)OC)(OC2=CC=C(C=C2)OC)OC2=CC=C(C=C2)OC)OC2=CC=C(C=C2)OC)C=C1 hexakis(p-methoxyphenoxy)cyclotriphosphazene